(3-methoxyphenyl)(pyridin-2-yl)methanamine COC=1C=C(C=CC1)C(N)C1=NC=CC=C1